2-{[(butylthio)thio-formyl]sulfanyl}propionic acid C(CCC)SC(=S)SC(C(=O)O)C